N1-(2'-Methoxy-[3,3'-bipyridin]-6-yl)-2-methyl-N3-(5-(methylthio)pyrimidin-2-yl)propane-1,3-diamine COC1=NC=CC=C1C=1C=NC(=CC1)NCC(CNC1=NC=C(C=N1)SC)C